5-(3-methyl)butanoyl-3-(1-butylpiperidin-4-yl)-2-methyl-1H-indole CC(CC(=O)C=1C=C2C(=C(NC2=CC1)C)C1CCN(CC1)CCCC)C